N-((5-iodo-1-(tetrahydro-2H-pyran-2-yl)-1H-pyrazol-3-yl)methyl)-2-(trifluoromethoxy)benzamide Ethyl-1H-pyrazole-5-carboxylate C(C)OC(=O)C1=CC=NN1.IC1=CC(=NN1C1OCCCC1)CNC(C1=C(C=CC=C1)OC(F)(F)F)=O